O=C1C2=C(C=NN1)N(C=C2)[C@@H](COCCC(=O)O)C (R)-3-(2-(4-Oxo-4,5-dihydro-1H-pyrrolo[2,3-d]pyridazin-1-yl)propoxy)propionic acid